2-(2-imidazolin-2-yl)propane hydrochloric acid salt Cl.N1C(=NCC1)C(C)C